C(\C=C\C1=CC=C(C=C1)O)(=O)N[C@@H](CCCN)C(=O)O coumaroyl-ornithine